5-butyl-5-ethyl-1,3,2-dioxaphospholane C(CCC)C1(COPO1)CC